C(C)(C)N1C(=NN=C1)C1=CC=CC(=N1)N1C(C2=CC(=CC=C2C1)S(=O)(=O)C)=O 6-(4-isopropyl-4H-1,2,4-triazol-3-yl)pyridin-2-yl-6-(methylsulfonyl)isoindolin-1-one